O=C(CC(=O)C1CCN(CC1)C(=O)OC(C)(C)C)C=1C=NC=CC1 tert-butyl 4-(3-oxo-3-(pyridin-3-yl)propanoyl)piperidine-1-carboxylate